methyl 3-((3aR,5r,6aS)-5-(5-methyl-1-(1-methyl-1H-pyrazol-4-yl)-1H-indazol-6-yl)hexahydrocyclopenta[c]pyrrol-2(1H)-yl)piperidine-1-carboxylate CC=1C=C2C=NN(C2=CC1C1C[C@@H]2[C@@H](CN(C2)C2CN(CCC2)C(=O)OC)C1)C=1C=NN(C1)C